3-(2-(((3-(tert-butoxy)-3-oxopropoxy)carbonyl)oxy)-2,2-diphenylacetoxy)spiro[bicyclo[3.2.1]octane-8,1'-pyrrolidin]-8-ium chloride [Cl-].C(C)(C)(C)OC(CCOC(=O)OC(C(=O)OC1CC2CCC(C1)[N+]21CCCC1)(C1=CC=CC=C1)C1=CC=CC=C1)=O